FC1=C2C(=NC(NC2=CC=C1F)=O)N1C2=C(CCCC1)C(=CN=C2)C#CC2(CC2)C 5,6-difluoro-4-(6-((1-methylcyclopropyl)ethynyl)-2,3,4,5-tetrahydro-1H-pyrido[3,4-b]azepin-1-yl)quinazolin-2(1H)-one